tert-butyl 4-[(2,2,2-trifluoroacetyl)amino]-3,4-dihydro-1H-isoquinoline-2-carboxylate FC(C(=O)NC1CN(CC2=CC=CC=C12)C(=O)OC(C)(C)C)(F)F